3-(2-{6-[(7R)-7-amino-2-azabicyclo[2.2.1]heptane-2-carbonyl]-3-methylpyrazolo[1,5-a]pyridin-2-yl}-1-(cyclopropylmethyl)-1H-pyrrolo[2,3-b]pyridin-6-yl)-2-methylphenol N[C@H]1C2N(CC1CC2)C(=O)C=2C=CC=1N(C2)N=C(C1C)C1=CC=2C(=NC(=CC2)C=2C(=C(C=CC2)O)C)N1CC1CC1